1,4-dibutylbenzene C(CCC)C1=CC=C(C=C1)CCCC